benzylidene-camphene-2-one sulfate S(=O)(=O)(O)O.C(C1=CC=CC=C1)=C1C2=CC(C(C1)(C2(C)C)C)=O